NC=1C=C(C=CC1)N(C(C#C)=O)C(C(=O)NCC1=CC=CC=C1)C1=CC=C(C=C1)N N-(3-Aminophenyl)-N-(1-(4-aminophenyl)-2-(benzylamino)-2-oxoethyl)-propiolamide